Di(methylphosphinic acid) zinc [Zn].CP(O)=O.CP(O)=O